CN1N=NN=C1C(C1=CC=CC=C1)=NOCC1=CC=CC(=N1)NC(OC(C)(C)C)=O tert-butyl {6-[({[(1-methyl-1H-tetrazol-5-yl)(phenyl)methylene]amino}oxy)-methyl]pyridin-2-yl}carbamate